N1N=CC2=CC(=CC=C12)NC=1C=CC=2N(N1)C(=CN2)C2=NOC(=N2)CNC2=CC=CC=C2 N-(1H-indazol-5-yl)-3-{5-[(anilino)methyl]-1,2,4-oxadiazol-3-yl}imidazo[1,2-b]pyridazin-6-amine